4-[[3-[1-(cyanomethyl)-3-(trifluoromethyl)pyrazol-4-yl]imidazo[1,2-a]pyrazin-8-yl]amino]-2-ethyl-N-[2-oxo-2-(pyrrolidin-3-ylmethylamino)ethyl]benzamide C(#N)CN1N=C(C(=C1)C1=CN=C2N1C=CN=C2NC2=CC(=C(C(=O)NCC(NCC1CNCC1)=O)C=C2)CC)C(F)(F)F